2-(4-(5-(aminomethyl)thiazol-2-yl)phenoxy)-N,N-dimethylethan-1-amine hydrochloride Cl.NCC1=CN=C(S1)C1=CC=C(OCCN(C)C)C=C1